C(N)(OC1=C(C2=CC=C(C(=C2C(=C1)B1OC(C(O1)(C)C)(C)C)F)F)C(C)(C)C)=O tert-butyl(5,6-difluoro-4-(4,4,5,5-tetramethyl-1,3,2-dioxaborolan-2-yl) naphthalen-2-yl) carbamate